IC1=CC(=NC=C1)NC(C(C)(C)C)=O N-(4-iodopyridin-2-yl)pivalamide